2-methylphenylisocyanate CC1=C(C=CC=C1)N=C=O